1-(3-(tert-butyl)-1-phenyl-1H-pyrazol-5-yl)-3-(2-(methylthio)-4-((2-keto-2,3-dihydro-1H-imidazo[4,5-b]pyridin-7-yl)oxy)phenyl)urea C(C)(C)(C)C1=NN(C(=C1)NC(=O)NC1=C(C=C(C=C1)OC1=C2C(=NC=C1)NC(N2)=O)SC)C2=CC=CC=C2